tert-butyl ((1r,4r)-4-(cyanomethyl)-cyclohexyl)carbamate C(#N)CC1CCC(CC1)NC(OC(C)(C)C)=O